tertiary butyl phenyl ether C1(=CC=CC=C1)OC(C)(C)C